ClC=1C2=C(N=CN1)N(C=C2)[C@@H]2C[C@@H]([C@H]1OC(O[C@H]12)(C)C)C1=CC(=CC=C1)C1(OCCO1)C 4-chloro-7-((3aS,4R,6R,6aR)-2,2-dimethyl-6-(3-(2-methyl-1,3-dioxolan-2-yl)phenyl)tetrahydro-4H-cyclopenta[d][1,3]dioxol-4-yl)-7H-pyrrolo[2,3-d]pyrimidine